ClC1=C(C=C(C(=C1)F)C1=C(C(=C(C=C1F)F)F)F)S(=O)(=O)NC(CC)=O N-((4-chloro-2',3',4',6,6'-pentafluoro-[1,1'-biphenyl]-3-yl)sulfonyl)propionamide